BrC1=C(C(=NC=C1F)N(S(=O)(=O)C)S(=O)(=O)C)I N-(4-bromo-5-fluoro-3-iodopyridin-2-yl)-N-methanesulfonylmethanesulfonamide